(3-(5-bromopyridin-3-yl)-3-(4-methyl-4H-1,2,4-triazol-3-yl)cyclobutyl)methanol BrC=1C=C(C=NC1)C1(CC(C1)CO)C1=NN=CN1C